C(CC(C=CCCCCCCCCCCCCC)O)O 4-octadecen-1,3-diol